4-(((1s,4s)-4-aminocyclohexyl)(methyl)amino)-2-chlorobenzonitrile NC1CCC(CC1)N(C1=CC(=C(C#N)C=C1)Cl)C